2-amino-3-(2,4-dioxo-1,2,3,4-tetrahydropyrimidin-5-yl)propanoic acid NC(C(=O)O)CC=1C(NC(NC1)=O)=O